2-(2-methoxy-1,1-difluoro-2-ethoxycarbonyl)-4-methoxypyridine COC(C(F)F)OC(=O)C1=NC=CC(=C1)OC